CN1C(=NN=C1C1=NC=NC=C1)CNC=1C=C(C(=O)N[C@H]2CCOC3=CC=C(C=C23)OCCCCCCOCCOCCOCCCCCC(=O)OC)C=CC1 (S)-methyl 6-(2-(2-(6-(4-(3-((4-methyl-5-(pyrimidin-4-yl)-4H-1,2,4-triazol-3-yl)methylamino)benzamido)chroman-6-yloxy)hexyloxy)ethoxy)ethoxy)hexanoate